2,N-dicyclohexyl-2-[2-(3-fluoro-phenyl)-benzimidazol-1-yl]-acetamide C1(CCCCC1)C(C(=O)NC1CCCCC1)N1C(=NC2=C1C=CC=C2)C2=CC(=CC=C2)F